3-(3-cyanophenyl)-1-isopropyl-N-(3-methyl-1,1-dioxidothietan-3-yl)-1H-pyrazolo[4,3-b]pyridine-6-carboxamide C(#N)C=1C=C(C=CC1)C1=NN(C=2C1=NC=C(C2)C(=O)NC2(CS(C2)(=O)=O)C)C(C)C